methyl 7-(1-(adamantan-1-ylmethyl)-1H-pyrazol-4-yl)-3-(6-(pyridin-2-ylamino)pyridazin-3-yl)imidazo[1,2-a]pyridine-8-carboxylate C12(CC3CC(CC(C1)C3)C2)CN2N=CC(=C2)C2=C(C=3N(C=C2)C(=CN3)C=3N=NC(=CC3)NC3=NC=CC=C3)C(=O)OC